CC=1NC=C(C1)NC(=O)C=1N(C=CN1)C methyl-4-(1-methylimidazole-2-amido)pyrrol